4-(2E)-(3-(5-benzo[d][1,3]dioxolyl)allyl)-1-methyl-indole O1COC2=C1C=CC(=C2)/C=C/CC2=C1C=CN(C1=CC=C2)C